C1(C=CC=C1)C1(N(N(C(=C1C(=O)N(C1CC1)CC1=C(C=CC(=C1)Cl)C(C)C)F)C)C1C=CC=C1)C(F)F dicyclopentadienyl-N-[(5-chloro-2-isopropyl-phenyl)methyl]-N-cyclopropyl-3-(difluoromethyl)-5-fluoro-1-methyl-pyrazole-4-carboxamide